NC=1C2=C(N=CN1)N(C(=C2C2=CC=C(C=C2)OC2=NC(=CC=C2)C)C2=CC=C(C=C2)NC(C(=C)C)=O)CCN(C)C N-(4-(4-amino-7-(2-(dimethylamino)ethyl)-5-(4-(6-methylpyridin-2-yloxy)phenyl)-7H-pyrrolo[2,3-d]pyrimidin-6-yl)phenyl)methacrylamide